OC=1C=C(C=CC1O)C[C@H](N)C(=O)O 3-(3,4-dihydroxyPhenyl)-L-alanine